styryl-Boric acid C(=CC1=CC=CC=C1)OB(O)O